C(CCC)PC1=C(C=CC=C1)C1=C(C=CC=C1)C butylphosphino-2'-methylbiphenyl